BrC1=NC=CC(=C1)C(C(=O)N)N1CCC(CC1)(F)F (2-bromopyridin-4-yl)-2-(4,4-difluoropiperidin-1-yl)acetamide